2-(1-cyclohexylpiperidin-3-yl)-5-fluoro-2H-indazole-7-carboxamide C1(CCCCC1)N1CC(CCC1)N1N=C2C(=CC(=CC2=C1)F)C(=O)N